ClC1=C(C(=CC(=C1Cl)Cl)O)C1CCN(CC1)S(=O)(=O)C1CN(CC1)C(=O)OC(C)(C)C tert-butyl 3-[[4-(2,3,4-trichloro-6-hydroxyphenyl)piperidin-1-yl]sulfonyl]pyrrolidine-1-carboxylate